2-Allyl-1-(8-hydroxy-8-methyl-6,7-dihydro-5H-quinolin-2-yl)-6-methylthio-pyrazolo[3,4-d]pyrimidin-3-one C(C=C)N1N(C2=NC(=NC=C2C1=O)SC)C1=NC=2C(CCCC2C=C1)(C)O